COC(=O)C=1C=C(N(N1)C)C(=O)O 5-(methoxycarbonyl)-2-methylpyrazole-3-carboxylic acid